3-methyl-thiophene-2-carboxylic acid CC1=C(SC=C1)C(=O)O